2-(2,5-difluorophenyl)propanenitrile FC1=C(C=C(C=C1)F)C(C#N)C